N-[(1S)-1-[3-(2-cyclopropyl-4-pyridyl)-1,2,4-oxadiazol-5-yl]ethyl]-3-methyl-benzamide C1(CC1)C1=NC=CC(=C1)C1=NOC(=N1)[C@H](C)NC(C1=CC(=CC=C1)C)=O